C(CCC)NC(C)O N-(n-butyl)aminoethanol